Tert-butyl 4-[(3aR,4R,6R,6aS)-6-[4-amino-2-chloro-5-(1,3-thiazol-2-yl)pyrrolo[2,3-d]pyrimidin-7-yl]-2,2-dimethyl-tetrahydro-3aH-cyclopenta[d][1,3]dioxol-4-yl]piperidine-1-carboxylate NC=1C2=C(N=C(N1)Cl)N(C=C2C=2SC=CN2)[C@@H]2C[C@@H]([C@@H]1[C@H]2OC(O1)(C)C)C1CCN(CC1)C(=O)OC(C)(C)C